7-(2-bromo-6,8-dihydro-5H-[1,2,4]triazolo[1,5-a]pyrazin-7-yl)-2-[3-(5-chloro-2-fluoro-phenyl)-1H-pyrazol-4-yl]-1,5-naphthyridine BrC1=NN2C(CN(CC2)C2=CN=C3C=CC(=NC3=C2)C=2C(=NNC2)C2=C(C=CC(=C2)Cl)F)=N1